ClC1=NC=C2N(C(N(C2=N1)C(COC)COC)=O)C 2-chloro-9-(1,3-dimethoxypropan-2-yl)-7-methyl-7,9-dihydro-8H-purin-8-one